C[C@H](CCCC(C)C)[C@H]1CC[C@@H]2[C@@]1(CC[C@H]3[C@H]2C[C@H]([C@@]4([C@@]3(CC[C@@H](C4)O)C)O)O)C 3β,5α,6β-Cholestanetriol